7-(2,7-dimethyl-2H-indazol-5-yl)-3-(1-methylpiperidin-4-yl)pyrido[2,3-d]pyrimidin-4(3H)-one CN1N=C2C(=CC(=CC2=C1)C=1C=CC2=C(N=CN(C2=O)C2CCN(CC2)C)N1)C